(4-(tert-butyl)phenyl)(2,3-dihydro-1H-inden-1-yl)methanone C(C)(C)(C)C1=CC=C(C=C1)C(=O)C1CCC2=CC=CC=C12